C1(CCCCCCC1)NC=1N(C(CN1)=O)C 2-(cyclooctylamino)-1-methyl-4H-imidazol-5-one